2-(6-chlorobenzo[b]thiophen-2-yl)-N-((1r,2r)-1-(4-cyclopropoxyphenyl)-1-hydroxy-3-(pyrrolidin-1-yl)propan-2-yl)-2-oxoacetamide ClC=1C=CC2=C(SC(=C2)C(C(=O)N[C@@H]([C@H](O)C2=CC=C(C=C2)OC2CC2)CN2CCCC2)=O)C1